CN(CCCN(CCCNC)C)CCCNC dimethyl-N,N'-bis(3-methylaminopropyl)trimethylenediamine